ClC1=C(C=O)C(=CC=N1)Cl 2,4-dichloro-nicotinaldehyde